CC(C(=O)N1OCC[C@H]1C1=CC=C(C#N)C=C1)(C)C 4-[(3S)-2-(2,2-dimethylpropionyl)-1,2-oxazolidin-3-yl]benzonitrile